2-bromo-5-((3-(difluoromethoxy)azetidin-1-yl)methyl)-3-fluoropyridine BrC1=NC=C(C=C1F)CN1CC(C1)OC(F)F